FC=1C=C(C(=NC1)OC=1C=CC=2N(C1)C(=C(N2)C(=O)NC2(CCS(CC2)(=O)=O)C)C)OCC2(CC2)F 6-[[5-fluoro-3-[(1-fluorocyclopropyl)methoxy]-2-pyridyl]oxy]-3-methyl-N-(4-methyl-1,1-dioxo-thian-4-yl)imidazo[1,2-a]pyridine-2-carboxamide